C(C)(C)N1C(=NC(=C1)C(F)(F)F)C1=CC=C(C=NS(=O)(=O)C(C)(C)C)C=C1 (R)-N-(4-(1-isopropyl-4-(trifluoromethyl)-1H-imidazol-2-yl)benzylidene)-2-methylpropane-2-sulfonamide